O(C1=CC=CC=C1)C=1OC2=C(N1)C=CC=C2 phenoxy-benzo-oxazole